trans-2,5-dimethyl-piperazine C[C@@H]1NC[C@H](NC1)C